ClC=1C=C(C=CC1CN1C(=NC=C1)C(C)(C)O)C1=C(SC(=C1)CC(C)C)S(=O)(=O)NC1=NC=CC=N1 3-(3-chloro-4-((2-(2-hydroxypropan-2-yl)-1H-imidazol-1-yl)methyl)phenyl)-5-isobutyl-N-(pyrimidin-2-yl)thiophene-2-sulfonamide